4-phenoxy-3-(tetrahydrofuran-3-yloxy)aniline O(C1=CC=CC=C1)C1=C(C=C(N)C=C1)OC1COCC1